Tellurium Ethylene Glycolate C(CO)(=O)[O-].C=C.[Te+2].C(CO)(=O)[O-]